(7R)-7-benzeneFormyloxy-5-oxa-2-azaspiro[3.4]Octane-2-carboxylic acid tert-butyl ester C(C)(C)(C)OC(=O)N1CC2(C1)OC[C@@H](C2)OC(=O)C2=CC=CC=C2